C=C1C(OC(C1)C=1C(=NC=CC1)N1CCOCC1)=O 3-methylene-5-(2-morpholinopyridin-3-yl)dihydrofuran-2(3H)-one